ClC=1C=C(C=C(C1)Cl)C1=NC(=CC(=C1)CN1CC(CC1)OCC(=O)O)OC=1C=NC(=NC1)N1CCN(CC1)C 2-((1-((2-(3,5-dichloro-phenyl)-6-((2-(4-methyl-piperazin-1-yl)pyrimidin-5-yl)oxy)pyridin-4-yl)methyl)pyrrolidin-3-yl)oxy)acetic acid